3,5-diamino-6-methoxypyridine NC=1C=NC(=C(C1)N)OC